COC1(CN(C1)C(=O)[C@@H]1CC[C@H]2N1C([C@H](CCCC2)NC(=O)C2=CC1=C(S2)C=CC(=C1)CP(O)(O)=O)=O)C=1C=NC=CC1 ((2-(((3S,6S,10aS)-3-(3-methoxy-3-(pyridin-3-yl)azetidine-1-carbonyl)-5-oxodecahydropyrrolo[1,2-a]azocin-6-yl)carbamoyl)benzo[b]thiophen-5-yl)methyl)phosphonic acid